1-Isopropyl-4,6-dihydrospiro[indazole-5,4'-piperidin]-7(1H)-one, hydrochloride salt Cl.C(C)(C)N1N=CC=2CC3(CCNCC3)CC(C12)=O